2-amino-N-(2-methoxyethyl)-1,3-benzothiazole-5-carboxamide NC=1SC2=C(N1)C=C(C=C2)C(=O)NCCOC